C1(CCC1)[C@@H](C1=CC=C(C=C1)N1CCN(CC1)C)C1N(C(C2=CC=C(C=C12)C(=O)N)=O)C1C(NC(CC1)=O)=O ((S)-cyclobutyl(4-(4-methylpiperazin-1-yl)-phenyl)methyl)-2-(2,6-dioxopiperidin-3-yl)-1-oxoisoindoline-5-carboxamide